7-(2,6-difluoro-3,5-dimethoxyphenyl)-9,9-dimethyl-8-oxo-3-(phenylsulfonyl)-6,7,8,9-tetrahydro-3H-pyrrolo[2,3-c]-2,7-naphthyridine-2-carbaldehyde FC1=C(C(=C(C=C1OC)OC)F)N1C(C(C=2C3=C(N=CC2C1)N(C(=C3)C=O)S(=O)(=O)C3=CC=CC=C3)(C)C)=O